BrC=1C=C(C(=NC1)N)O[C@H](C)C1=NC=CC=C1 5-bromo-3-[(1R)-1-(pyridin-2-yl)ethoxy]pyridin-2-amine